ClC=1C=C(C=CC1C)NC(=O)NCCCCCCCSC1=C2CN(C(C2=CC=C1)=O)C1C(NC(CC1)=O)=O 1-(3-chloro-4-methylphenyl)-3-(7-((2-(2,6-dioxopiperidin-3-yl)-1-oxoisoindolin-4-yl)thio)heptyl)urea